CC(C(C(=O)OCC)C1=CC(=NO1)OCC=O)C 2-Ethyl 3-methyl-2-(3-(2-oxoethoxy) isoxazol-5-yl)butanoate